4-(4-(2-(2-aminothiazol-4-yl)vinyl)-1H-imidazol-1-yl)piperidin NC=1SC=C(N1)C=CC=1N=CN(C1)C1CCNCC1